FC(OC1=C(C=C(C=C1)OC1=CC(=CC=C1)CNCC(=O)N(C)C)C1=NN(C=C1NC(=O)C=1C=NN2C1N=CC=C2)C)F N-[3-[2-(difluoromethoxy)-5-[3-[[[2-(dimethylamino)-2-oxo-ethyl]-amino]methyl]phenoxy]phenyl]-1-methyl-pyrazol-4-yl]pyrazolo[1,5-a]pyrimidine-3-carboxamide